6-((3-amino-4-methoxy-5-(1-methyl-1H-pyrazol-3-yl)phenethyl)carbamoyl)pyridine NC=1C=C(CCNC(=O)C2=CC=CC=N2)C=C(C1OC)C1=NN(C=C1)C